The molecule is an ergostanoid that is the methyl ester of zhankuic acid A. It has been isolated from the fruiting bodies of Taiwanofungus camphoratus. It has a role as a plant metabolite. It is an ergostanoid, a 3-oxo steroid, a 7-oxo steroid, an 11-oxo steroid and a steroid ester. It derives from a zhankuic acid A. C[C@H]1[C@@H]2CC(=O)C3=C([C@]2(CCC1=O)C)C(=O)C[C@]4([C@H]3CC[C@@H]4[C@H](C)CCC(=C)C(C)C(=O)OC)C